OC[C@H]1CN(CCN1)C(CC1=CC=C(C=C1)NC(=O)NCC1=CC=C(C=C1)Cl)=O N-(4-{2-[(3R)-3-(hydroxymethyl)piperazinyl]-2-oxoethyl}phenyl){[(4-chlorophenyl)methyl]amino}carboxamide